N1=CN=CC2=C1OC(C=C2)=O Pyrano[2,3-d]pyrimidin-7-one